O1C=C(CC1)C(=O)[O-] 4,5-dihydrofuran-3-carboxylate